2-(2-oxabicyclo[2.2.1]hept-4-yl)-7-isopropoxy-N-(pyrazolo[1,5-a]pyrimidin-3-yl)imidazo[1,2-a]pyridine-6-carboxamide C12OCC(CC1)(C2)C=2N=C1N(C=C(C(=C1)OC(C)C)C(=O)NC=1C=NN3C1N=CC=C3)C2